COC=1C=C2C(=NC=NC2=CC1OC)OC1=C(C=C(C=C1)NC(=O)C1(CC1)C(=O)NC1=CC=C(C=C1)F)F N-(4-{[6,7-bis(methyloxy)quinazolin-4-yl]oxy}-3-fluorophenyl)-N'-(4-fluorophenyl)cyclopropane-1,1-dicarboxamide